1-(3-methylbenzene-1-sulfonyl)-N-[(5-methylpyridin-2-yl)methyl]-1H-pyrazole-3-carboxamide CC=1C=C(C=CC1)S(=O)(=O)N1N=C(C=C1)C(=O)NCC1=NC=C(C=C1)C